2-bromo-1,1-difluorocyclopropane BrC1C(C1)(F)F